N-((1r,3r)-3-((8-cyanoquinolin-5-yl)oxy)-2,2,4,4-tetramethylcyclobutyl)-4-(3-(4-(2-(2,6-dioxopiperidin-3-yl)-1,3-dioxoisoindolin-5-yl)piperazin-1-yl)propoxy)benzamide C(#N)C=1C=CC(=C2C=CC=NC12)OC1C(C(C1(C)C)NC(C1=CC=C(C=C1)OCCCN1CCN(CC1)C=1C=C2C(N(C(C2=CC1)=O)C1C(NC(CC1)=O)=O)=O)=O)(C)C